C1=CC(=CC=C1CBr)C#N p-cyanobenzyl bromide